tert-butyl 4-(5-(7-cyano-4-methyl-3,4-dihydroquinoxalin-1(2H)-yl)-1,3-dimethyl-2-oxo-1,2-dihydroquinolin-7-yl)piperidine-1-carboxylate C(#N)C1=CC=C2N(CCN(C2=C1)C1=C2C=C(C(N(C2=CC(=C1)C1CCN(CC1)C(=O)OC(C)(C)C)C)=O)C)C